2-(1-isopropylindol-5-yl)-4-[2-(trifluoro-methyl)phenyl]thiazole C(C)(C)N1C=CC2=CC(=CC=C12)C=1SC=C(N1)C1=C(C=CC=C1)C(F)(F)F